(E)-5-(2-oxo-1-phenylindolin-3-ylidene)hexanoic acid O=C\1N(C2=CC=CC=C2/C1=C(\CCCC(=O)O)/C)C1=CC=CC=C1